ClC=1C(=C(CN2[C@@H](C[C@@](CC2)(C(=O)O)CC2=NC(=C(C(=C2)C(=O)N2CCN(CC2)C)F)NC2=NNC(=C2)C)C)C=CC1)F (2R,4R)-1-(3-chloro-2-fluorobenzyl)-4-((5-fluoro-6-((5-methyl-1H-pyrazol-3-yl)amino)-4-(4-meth-ylpiperazine-1-carbonyl)pyridin-2-yl)methyl)-2-methylpiperidine-4-carboxylic acid